2-[3-[2-[2-(2-aminothiazol-4-yl)phenyl]-2,2-difluoro-ethoxy]propyl]isoindoline-1,3-dione NC=1SC=C(N1)C1=C(C=CC=C1)C(COCCCN1C(C2=CC=CC=C2C1=O)=O)(F)F